4-amino-1-phenylmethoxycarbonylpiperidine-4-carboxylic acid NC1(CCN(CC1)C(=O)OCC1=CC=CC=C1)C(=O)O